ClCC=1OC(OC1C)=O 4-chloromethyl-5-methyl-1,3-dioxol-2-one